ClC1=CC=C(C=C1)S(=O)(=O)C1(CCC(CC1)CCC(=O)O)C1=C(C=CC(=C1)F)F 3-((1s,4r)-4-((4-chlorophenyl)sulfonyl)-4-(2,5-difluorophenyl)cyclohexyl)propanoic acid